N-(4-{7-[(2S)-1,4-Dioxan-2-ylmethoxy]-5-fluoro-3-(pyridin-2-yl)-1H-pyrrolo[3,2-b]pyridin-2-yl}pyridin-2-yl)-4,4-difluoro-2-(4-fluorophenyl)butanamid O1[C@@H](COCC1)COC1=C2C(=NC(=C1)F)C(=C(N2)C2=CC(=NC=C2)NC(C(CC(F)F)C2=CC=C(C=C2)F)=O)C2=NC=CC=C2